C1(CC1)N(C(CN1N=C(C=C1)[N+](=O)[O-])=O)C N-cyclopropyl-N-methyl-2-(3-nitro-1H-pyrazol-1-yl)acetamide